2-((Phenylthio)methyl)benzoic acid C1(=CC=CC=C1)SCC1=C(C(=O)O)C=CC=C1